1,1'-(3,3'-ditrifluoromethoxy[1,1'-biphenyl]-4,4'-diyl)bis{1-amino-4-[(E)-diazenyl]naphthalene-2-sulfonic acid} FC(OC=1C=C(C=CC1C1(C(C=C(C2=CC=CC=C12)\N=N\[H])S(=O)(=O)O)N)C1=CC(=C(C=C1)C1(C(C=C(C2=CC=CC=C12)\N=N\[H])S(=O)(=O)O)N)OC(F)(F)F)(F)F